FC1=C2C(NC(C2=CC=C1NC1=NC=C(C(=N1)N[C@H](CO)C1=CC=CC=C1)C1=NC(=NO1)C12CCN(CC1)CC2)=O)(C)C (S)-4-fluoro-5-((4-((2-hydroxy-1-phenylethyl)amino)-5-(3-(quinuclidin-4-yl)-1,2,4-oxadiazol-5-yl)pyrimidin-2-yl)amino)-3,3-dimethylisoindolin-1-one